13-(t-butoxy)-13-oxo-tridecanoic acid C(C)(C)(C)OC(CCCCCCCCCCCC(=O)O)=O